BrC1=CN=C2C(=NC=NN21)N(CC2=CC=C(C=C2)OC)CC2=CC=C(C=C2)OC 7-bromo-N,N-bis(4-methoxybenzyl)imidazo[2,1-f][1,2,4]triazin-4-amine